2-[(R)-4-(4,5-dimethyl-6-pyridin-2-ylmethyl-pyridazin-3-yl)-2-methyl-3,4,5,6-tetrahydro-2H-[1,2']bipyrazinyl-5'-yl]-propan-2-ol CC1=C(N=NC(=C1C)CC1=NC=CC=C1)N1C[C@H](N(CC1)C1=NC=C(N=C1)C(C)(C)O)C